COC=1C=C2SC3=NC=CN3C2=CC1 10-methoxy-7-thia-2,5-diazatricyclo[6.4.0.02,6]dodeca-1(12),3,5,8,10-pentaene